S1C(=CC=C1)CC(=O)O thiol-acetic acid